N[C@H](C)C=1C=C(C=C2C(N(C(=NC12)C1(CCOCC1)C)C)=O)C (R)-8-(1-aminoethyl)-3,6-dimethyl-2-(4-methyltetrahydro-2H-pyran-4-yl)quinazolin-4(3H)-one